N-(1-METHYL-1H-INDAZOL-7-YL)-5'-(METHYLSULFONYL)-[2,3'-BIPYRIDINE]-5-SULFONAMIDE CN1N=CC2=CC=CC(=C12)NS(=O)(=O)C=1C=CC(=NC1)C=1C=NC=C(C1)S(=O)(=O)C